2-(1-adamantyl)-N-(7-oxo-4-phenylthieno[2,3-d]pyridazin-6(7H)-yl)acetamide C12(CC3CC(CC(C1)C3)C2)CC(=O)NN2N=C(C3=C(C2=O)SC=C3)C3=CC=CC=C3